Bis(trimethylsilyl)leucine C[Si](C)(C)N([C@@H](CC(C)C)C(=O)O)[Si](C)(C)C